C[Si](C)(C)C#CC1=CC=C(C#N)C=C1 4-((trimethylsilyl)ethynyl)benzonitrile